(3R)-7-methoxy-6-[(1-naphthyl)methyl]-4-oxo-1-thia-3a-aza-3-indancarboxylic acid COC=1C(=CC(N2[C@@H](CSC12)C(=O)O)=O)CC1=CC=CC2=CC=CC=C12